BrC=1C(=C(C(=O)OC)C(=CC1)N(C)C)C methyl 3-bromo-6-(dimethylamino)-2-methylbenzoate